(E)-5-Cyclopropoxy-2-(4-(2-(pyridin-4-yl)vinyl)-[2,4'-bipyrimidin]-2'-yl)isoindoline C1(CC1)OC=1C=C2CN(CC2=CC1)C1=NC=CC(=N1)C1=NC=CC(=N1)\C=C\C1=CC=NC=C1